(((((phosphonomethyl)azanediyl)bis(ethane-2,1-diyl))bis(azanetriyl))tetrakis-(methylene))-tetrakis(phosphonic acid) P(=O)(O)(O)CN(CCN(CP(O)(O)=O)CP(O)(O)=O)CCN(CP(O)(O)=O)CP(O)(O)=O